O=C1N(C2=C(C=NC=C2)N1C1=CC=C(C=C1)OC1=CC=CC=C1)[C@H]1CN(CCC1)C(=O)OC(C)(C)C tert-butyl (R)-3-(2-oxo-3-(4-phenoxyphenyl)-2,3-dihydro-1H-imidazo[4,5-c]pyridin-1-yl)piperidine-1-carboxylate